4-amino-1-((1R,2S,3R,3aS,5R)-2,3,5-trihydroxy-2,3,3a,4,5,6-hexahydro-1H-inden-1-yl)pyrimidin-2(1H)-one NC1=NC(N(C=C1)[C@H]1[C@@H]([C@@H]([C@H]2C[C@@H](CC=C12)O)O)O)=O